C(C)C1=C(C=C(C=C1F)F)C1C2=C(NC(=C1C(=O)OC)C)COC2=O methyl 4-(2-ethyl-3,5-difluorophenyl)-2-methyl-5-oxo-1,4,5,7-tetrahydrofuro[3,4-b]pyridine-3-carboxylate